COC1=CC=C(CN(C2=NC(=NN3C2=NC=C3C(C=3C=C(C(=NC3)N3CCC(CC3)NC(OC(C)(C)C)=O)C)O)OCCCC)CC3=CC=C(C=C3)OC)C=C1 tert-butyl (1-(5-((4-(bis(4-methoxybenzyl)amino)-2-butoxyimidazo[2,1-f][1,2,4]triazin-7-yl)(hydroxy)methyl)-3-methylpyridin-2-yl)piperidin-4-yl)carbamate